ClC1=NC(=NC=C1)CNC([O-])=O ((4-chloropyrimidin-2-yl)methyl)carbamate